C(C)N(C(O)=O)C1=NC2=C(N1)C(=CC(=C2)C2=NNC(C1=CC=CC=C21)=O)Cl.BrC2=CC=C(C=C2)N[C@@H]2C[C@@H](N(C1=CC=CC=C21)C(CC)=O)C 1-{(2S,4R)-4-[(4-bromophenyl)amino]-2-methyl-3,4-dihydro-quinolin-1(2H)-yl}propan-1-one Ethyl-(7-chloro-5-(4-oxo-3,4-dihydrophthalazin-1-yl)-1H-benzimidazol-2-yl)carbamate